C(C)N1OC([C@@H]2[C@@H]1[C@H](C[C@@H](C2)CC=C(C)C)C)(C)C |r| rac-(3aS,5S,7S,7aS)-1-ethyl-3,3,7-trimethyl-5-(3-methylbut-2-en-1-yl)octahydrobenzo[c]isoxazole